O=C1N(C(C2=CC=CC=C12)=O)C(C(=O)[O-])COC 2-(1,3-dioxoisoindolin-2-yl)-3-methoxypropanoate